2-ethyl-6-fluoroimidazo[1,2-a]pyridine-3-carboxylic acid C(C)C=1N=C2N(C=C(C=C2)F)C1C(=O)O